N1N=CC(=C1)C1=CC=C(C=C1)C[C@@H](C(=O)O)N (S)-3-(4-(1H-pyrazol-4-yl)phenyl)-2-aminopropanoic acid